C(C)N(CCC1=CNC2=CC(=CC(=C12)OC)F)CC N,N-diethyl-2-(6-fluoro-4-methoxy-1H-indol-3-yl)ethan-1-amine